C(C1=CC=CC=C1)OC(=O)N1C[C@H]([C@H](C=C[C@@H]1C)C)NC(=O)OCC1=CC=CC=C1 (3s,4s,7s)-3-(((benzyloxy)carbonyl)amino)-4,7-dimethyl-2,3,4,7-tetrahydro-1H-azepine-1-carboxylic acid benzyl ester